C(C)(=O)N1CCC(CC1)C(C)N1N=CC(=C1C(=O)NC1=NC=C(C=C1F)C#CC1=CC=CC=C1)Cl 1-(1-(1-acetylpiperidin-4-yl)ethyl)-4-chloro-N-(3-fluoro-5-(phenylethynyl)pyridin-2-yl)-1H-pyrazole-5-carboxamide